4-(4-(1H-1,2,3-triazol-1-yl)piperidin-1-yl)-7-(8-ethylnaphthalen-1-yl)-2-((tetrahydro-1H-pyrrolizin-7a(5H)-yl)methoxy)-5,6,7,8-tetrahydropyrido[3,4-d]pyrimidine N1(N=NC=C1)C1CCN(CC1)C=1C2=C(N=C(N1)OCC13CCCN3CCC1)CN(CC2)C2=CC=CC1=CC=CC(=C21)CC